ClC1=CC=C(C=C1)C(C(F)(F)F)([2H])N(S(=O)(=O)C=1C=NC=C(C1)C#N)C N-(1-(4-chlorophenyl)-2,2,2-trifluoroethyl-1-d)-5-cyano-N-methylpyridine-3-sulfonamide